6-(1-thioacetyl-3-methylpyrrolidin-3-yl)-8-methoxy-2-methylpyrido[4,3-d]pyrimidine-7(6H)-one C(C)(=S)N1CC(CC1)(C)N1C=C2C(N=C(N=C2)C)=C(C1=O)OC